FC1=CC=C(C=C1)C(C)NC1=NC=C(C=C1)B1OC(C(O1)(C)C)(C)C N-(1-(4-fluorophenyl)ethyl)-5-(4,4,5,5-tetramethyl-1,3,2-dioxaborolan-2-yl)pyridin-2-amine